BrC=1C=C(C=C(C1OC1=CC2=C(N(C=N2)C)C=C1)Br)N1N=C(C(NC1=O)=O)C#N 2-(3,5-dibromo-4-((1-methyl-1H-benzo[d]imidazol-5-yl)oxy)phenyl)-3,5-dioxo-2,3,4,5-tetrahydro-1,2,4-triazine-6-carbonitrile